2-(2,5-difluorobenzene-1-carbonyl)-8,8-dimethyl-7-oxo-2-azaspiro[3.5]non-5-ene-6-carbonitrile FC1=C(C=C(C=C1)F)C(=O)N1CC2(C1)C=C(C(C(C2)(C)C)=O)C#N